S1C(=CC=C1)C#CC=1SC=CC1 1,2-bis(thiophen-2-yl)acetylene